CC(=C)[C@@H]1[C@@H]2[C@@H]3[C@]4([C@@](CO3)([C@H]5[C@@H]([C@]4([C@H]1C(=O)O2)O)O5)O)C The molecule is a sesquiterpene lactone containing an epoxide group and two tertiary hydroxy groups that has been isolated from the fruits of Coriaria ruscifolia and Coriaria japonica. It has a role as a plant metabolite. It is a bridged compound, a diol, a sesquiterpene lactone, a tertiary alcohol, an organic heteropentacyclic compound and an epoxide.